Hydroxymethylsulfid OCSCO